C(C(C)C)N(C1=C(C=C(C=C1)[C@H](CC(=O)OCC=1OC(OC1COP(=O)(O)O)=O)CC)NC(=O)NC1=CC=C(C=C1)C)CC(C)C (S)-(2-Oxo-5-((phosphonooxy)methyl)-1,3-dioxol-4-yl)methyl 3-(4-(diisobutylamino)-3-(3-(p-tolyl)ureido)phenyl)pentanoate